C(C1=CC=CC=C1)OC1=NC(=CC=C1C1=CC=C(C(=O)O)C=C1)OCC1=CC=CC=C1 4-(2,6-bis(benzyloxy)pyridin-3-yl)benzoic acid